4-(tert-butyl)-N-((4-(4-fluorobenzamido)phenyl)thiocarbamoyl)benzamide C(C)(C)(C)C1=CC=C(C(=O)NC(NC2=CC=C(C=C2)NC(C2=CC=C(C=C2)F)=O)=S)C=C1